FC(C=1C=C(C=C(C1)C(F)(F)F)NC(=O)NC1CCCCC1)(F)F N-[3,5-bis(trifluoromethyl)phenyl]-N'-cyclohexylurea